5-(2,3-dimethylphenyl)-6-methoxy-1-(4-methoxybenzyl)-3-(1H-pyrazol-4-yl)-1H-pyrazolo[4,3-b]pyridine CC1=C(C=CC=C1C)C1=C(C=C2C(=N1)C(=NN2CC2=CC=C(C=C2)OC)C=2C=NNC2)OC